(2,6-Dioxopiperidin-3-yl)-5-((R)-3-(hydroxymethyl)pyrrolidin-1-yl)isoindoline-1,3-dione O=C1NC(CCC1N1C(C2=CC=C(C=C2C1=O)N1C[C@@H](CC1)CO)=O)=O